C1OCC12CCN(CC2)C2CCC(CC2)NC=2C=1C=C(N(C1C=CC2)CC(F)(F)F)I N-((1S,4S)-4-(2-oxa-7-azaspiro[3.5]nonan-7-yl)cyclohexyl)-2-iodo-1-(2,2,2-trifluoroethyl)-1H-indol-4-amine